C(C)(C)(C)OC(=O)N1CCC(CC1)(C)CC1=C(N=CC(=C1)F)Cl 4-(2-chloro-5-fluoronicotinyl)-4-methylpiperidine-1-carboxylic acid tert-butyl ester